acryloylhydroxyethyl-triethoxysilane C(C=C)(=O)C(C)O[Si](OCC)(OCC)CCO